C[C@@H]1N(CC[C@]2(C1)OCCC1=C2SC=C1)C(=O)OC(C)(C)C tert-butyl (2'S,7R)-2'-methylspiro[4,5-dihydrothieno[2,3-c]pyran-7,4'-piperidine]-1'-carboxylate